N1=C(C=CC=C1)C1(CC1)NC(=O)[C@H]1CN(CC[C@@H]1NC(=O)C1=CC(=NO1)C1=C(C=C(C=C1)F)F)CC1CC1 (3S,4S)-1-Cyclopropylmethyl-4-{[3-(2,4-difluoro-phenyl)-isoxazole-5-carbonyl]-amino}-piperidine-3-carboxylic acid (1-pyridin-2-yl-cyclopropyl)-amide